[C@H]12CN(C[C@H](CC1)O2)C2=CC(=C1C(=N2)N(N=C1)C1=NN(C=C1)C1OCCCC1)N1C(COCC1)CO (4-(6-((1R,5S)-8-oxa-3-azabicyclo[3.2.1]octane-3-yl)-1-(1-(tetrahydro-2H-pyran-2-yl)-1H-pyrazol-3-yl)-1H-pyrazolo[3,4-b]pyridin-4-yl)morpholin-3-yl)methanol